1,4-bistrifluoromethyl-terephthalic acid FC(C1(C(=O)O)C=CC(C(=O)O)(C=C1)C(F)(F)F)(F)F